BrC1=CC(=C(C=C1OC([2H])([2H])[2H])CCN)OC([2H])([2H])[2H] 2-(4-bromo-2,5-di(trideutero-methoxy)phenyl)ethanamine